hexadecane-1-yl tetracontanoate C(CCCCCCCCCCCCCCCCCCCCCCCCCCCCCCCCCCCCCCC)(=O)OCCCCCCCCCCCCCCCC